O[C@@H]1[C@H]2[C@@H]3CC[C@H]([C@@H](CCC(=O)O)C)[C@]3(CC[C@@H]2[C@]2(CCCC[C@@H]2C1=O)C)C α,7β-hydroxy-6-keto-5α-cholanic acid